2-(2-(2-(2-azidoethoxy)ethoxy)ethyl)-3,6,9,15,18,21-hexaoxa-12-azatetracosane-24-oic acid perfluorophenyl ester FC1=C(C(=C(C(=C1F)F)F)F)OC(CCOCCOCCOCCNCCOCCOCCOC(C)CCOCCOCCN=[N+]=[N-])=O